(Z)-N-[(2-chlorophenyl)(phenyl)methylene]hydroxylamine ClC1=C(C=CC=C1)\C(=N/O)\C1=CC=CC=C1